C(C)(C)(C)OC(NC1=NC(=CC(=C1)C(C)=O)C(F)(F)F)=O tert-butyl(4-acetyl-6-(trifluoromethyl)pyridin-2-yl)carbamate